BrC1=C(C(=CC=C1)[N+](=O)[O-])N1C(CN(CC1)C(=O)OC(C)(C)C)=O tert-butyl 4-(2-bromo-6-nitrophenyl)-3-oxopiperazine-1-carboxylate